S1C2=C(C=C1C(C(C(=O)C1=CC=CC=C1)(F)F)C)C=CC=C2 3-(benzo[b]thiophen-2-yl)-2,2-difluoro-1-phenylbutan-1-one